O1COC2=C1C=CC(=C2)N2CCN(CC2)CCCOC2=CC=C1CCN(C(C1=C2)=O)C 7-(3-(4-(benzo[d][1,3]dioxol-5-yl)piperazin-1-yl)propoxy)-2-methyl-3,4-dihydroisoquinolin-1(2H)-one